CN([C@H](C)C1=NC2=CC=C(C=C2C(N1C1=CC=C(C=C1)OC)=O)[N+](=O)[O-])C (R)-2-(1-(dimethylamino)ethyl)-3-(4-methoxyphenyl)-6-nitroquinazolin-4(3H)-one